1,1-Bis-(4-aminophenyl)-cyclohexan NC1=CC=C(C=C1)C1(CCCCC1)C1=CC=C(C=C1)N